N-(3-(4-methyl-1H-imidazol-1-yl)-5-(trifluoromethyl)phenyl)-[2,2'-bipyridin]-6-amine CC=1N=CN(C1)C=1C=C(C=C(C1)C(F)(F)F)NC1=CC=CC(=N1)C1=NC=CC=C1